6-(2-(1-(2-(2,6-dioxopiperidin-3-yl)-1,3-dioxoisoindolin-4-yl)piperidin-4-yl)ethyl)pyridin O=C1NC(CCC1N1C(C2=CC=CC(=C2C1=O)N1CCC(CC1)CCC1=CC=CC=N1)=O)=O